dibenzocyclononan-6-one C1=CC=CC=2CC(CCCC3=C(C21)C=CC=C3)=O